(R)-N-(4-cyclobutyl-1-methyl-3-phenyl-1H-pyrazol-5-yl)-2-(2,2,3,3-tetrafluorocyclobutyl)acetamide C1(CCC1)C=1C(=NN(C1NC(C[C@H]1C(C(C1)(F)F)(F)F)=O)C)C1=CC=CC=C1